2-(4,4-Dimethylpiperidin-1-yl)-4-morpholinoaniline CC1(CCN(CC1)C1=C(N)C=CC(=C1)N1CCOCC1)C